C(#N)C1=C(N=C(S1)N(C=1C(=NN2C1CC(C(C2)F)N2CCN(CC2)CC(=O)OCC)CC)C([2H])([2H])[2H])C2=CC=C(C=C2)F Ethyl 2-(4-(3-((5-cyano-4-(4-fluorophenyl)thiazol-2-yl)(methyl-d3)amino)-2-ethyl-6-fluoro Pyrazolo[1,5-a]piperidin-5-yl)piperazin-1-yl)acetate